5-(ethoxycarbonyl)-2,6-dimethyl-4-[(4-methylphenyl)carbonyl]-1,4-dihydropyridine-3-carboxylic acid ethyl ester C(C)OC(=O)C1=C(NC(=C(C1C(=O)C1=CC=C(C=C1)C)C(=O)OCC)C)C